(R)-3-hydroxypiperidine-1-carboxylate O[C@H]1CN(CCC1)C(=O)[O-]